NC1=NN2C(N=CC(=C2)F)=C1C(=O)NC=1C=NC=CC1N1CCC(CC1)C(=O)N1C[C@H](CC1)OC (S)-2-amino-6-fluoro-N-(4-(4-(3-methoxypyrrolidine-1-carbonyl)piperidin-1-yl)pyridin-3-yl)pyrazolo[1,5-a]pyrimidine-3-carboxamide